CS(=O)(=O)CCC(C)(C)NC=1C2=C(N=C(N1)C1=CC=NC=C1)C=NC=C2 N-(4-methanesulfonyl-2-methylbut-2-yl)-2-(pyridin-4-yl)pyrido[3,4-d]pyrimidin-4-amine